2-(3-chloro-5-(trifluoromethyl)benzyl)pyridin ClC=1C=C(CC2=NC=CC=C2)C=C(C1)C(F)(F)F